2-methyl-5-(1-methylvinyl)cyclohexanol CC1C(CC(CC1)C(=C)C)O